NC1=NC=C(C2=C1C(=C(N2C)C2=C(C=C(C=C2)NC(C(=C)F)=O)Cl)C2=CC(=C(C(=O)NCC(F)(F)F)C=C2)OC)Br 4-(4-amino-7-bromo-2-{2-chloro-4-[(2-fluoroacrylamido)]phenyl}-1-methylpyrrolo[3,2-c]pyridin-3-yl)-2-methoxy-N-(2,2,2-trifluoroethyl)benzamide